N-(2-phenyl-4-(1-(pyridin-3-ylmethyl)-1H-pyrazol-3-yl)-5,6,7,8-tetrahydroquinazolin-7-yl)methanesulfonamide C1(=CC=CC=C1)C1=NC=2CC(CCC2C(=N1)C1=NN(C=C1)CC=1C=NC=CC1)NS(=O)(=O)C